C1(CC1)C=1N=CN(C1C1=CC=CC=C1)CC=1C=C(C(=CC1)N)NC 4-[(4-cyclopropyl-5-phenyl-imidazol-1-yl)methyl]-N2-methyl-benzene-1,2-diamine